3-(6-(2-chloro-4-fluoro-5-methoxyphenyl)-3-(isoquinolin-4-yl)-2,4-dioxo-3,4-dihydrothieno[3,2-d]pyrimidin-1(2H)-yl)propanenitrile ClC1=C(C=C(C(=C1)F)OC)C1=CC=2N(C(N(C(C2S1)=O)C1=CN=CC2=CC=CC=C12)=O)CCC#N